O=C1C2=C(C=NN1)N=C(N=C2NC2=CC=C(C=C2)N2CCC1(CC1C(=O)OCC)CC2)C2=CC=CC=C2 ethyl 6-(4-(5-oxo-2-phenyl-5,6-dihydropyrimido[4,5-d]pyridazin-4-ylamino) phenyl)-6-azaspiro[2.5]octane-1-carboxylate